C1(=CC=C(C=C1)CCCN)CCCN 4-benzenedipropylamine